(3-(2-(3-methylisoxazolo[5,4-b]pyridin-5-ylamino)-[1,2,4]triazolo[1,5-a]pyridin-5-yloxy)phenyl)acrylamide CC1=NOC2=NC=C(C=C21)NC2=NN1C(C=CC=C1OC=1C=C(C=CC1)C(C(=O)N)=C)=N2